1-amino-9,9-dimethylfluorene NC1=CC=CC=2C3=CC=CC=C3C(C12)(C)C